C(C)(C)(C)OC(C[C@H](C)O)=O (S)-3-hydroxybutyric acid tert-butyl ester